3-(6-aminopyridin-3-yl)-1-isopropyl-7-(methylthio)-3,4-dihydropyrimido[4,5-d]pyrimidin-2(1H)-one NC1=CC=C(C=N1)N1C(N(C2=NC(=NC=C2C1)SC)C(C)C)=O